[5-[3-chloro-6-fluoro-2-[(E)-2-(2-methyl-6-quinolinyl) vinyl] phenyl]-1,3-dimethyl-6-oxo-pyridazin-4-yl] 2-methylpropionate CC(C(=O)OC=1C(=NN(C(C1C1=C(C(=CC=C1F)Cl)\C=C\C=1C=C2C=CC(=NC2=CC1)C)=O)C)C)C